(E)-N,N'-bis(4-methyl-2,6-bis((R)-1-phenylethyl)phenyl)formimidamide CC1=CC(=C(C(=C1)[C@H](C)C1=CC=CC=C1)N\C=N\C1=C(C=C(C=C1[C@H](C)C1=CC=CC=C1)C)[C@H](C)C1=CC=CC=C1)[C@H](C)C1=CC=CC=C1